CC1=CC=C2C=CC=NC2=C1S(=O)(=O)NC1=C(C=CC=C1)C#CC=1C=CC(=NC1)C(=O)O 5-{2-[2-(7-methylquinoline-8-sulfonamido)phenyl]ethynyl}pyridine-2-carboxylic acid